NC=1C(=CC2=C(N(C(C3(CC3)O2)=O)C(C#C)([2H])[2H])C1)F 6-amino-4-(1,1-dideuterioprop-2-ynyl)-7-fluoro-spiro[1,4-benzoxazine-2,1'-cyclopropane]-3-one